N-(2-(1H-imidazol-2-yl)ethyl)-4-bromo-1H-pyrrolo[2,3-b]pyridine-2-carboxamide N1C(=NC=C1)CCNC(=O)C1=CC=2C(=NC=CC2Br)N1